ClC1=CC=C(N=N1)N1C[C@@H](OCC1)C(=O)O (2R)-4-(6-chloropyridazin-3-yl)morpholine-2-carboxylic acid